FC1=CC=C(C=C1)[C@H](C)C1OCCC(C1)(C(=O)N)N1C[C@@H](CC1)OC1=CC(=CC=C1)C(F)(F)F ((S)-1-(4-Fluorophenyl)ethyl)-4-((R)-3-(3-(trifluoromethyl)phenoxy)pyrrolidin-1-yl)tetrahydro-2H-pyran-4-carboxamide